C(C)(C)(C)C1=C(OCC=2C=C(C=CC2OC)/C=C/C(=O)C2=CC=C(C=C2)O)C=C(C=C1)C (E)-3-[3-[(2-Tert-butyl-5-methylphenoxy)methyl]-4-methoxyphenyl]-1-(4-hydroxyphenyl)prop-2-en-1-one